1-(6-(5-methyl-4H-1,2,4-triazol-3-yl)pyridin-3-yl)piperazine CC=1NC(=NN1)C1=CC=C(C=N1)N1CCNCC1